NC1=NC=CC(=C1Cl)SC=1C=2N(C(=NC1)N1CCC3(CC1)[C@@H](C=1C(=NC=CN1)C3)N)C=NN2 (S)-1'-(8-((2-amino-3-chloropyridin-4-yl)thio)-[1,2,4]triazolo[4,3-c]pyrimidin-5-yl)-5,7-dihydrospiro[cyclopenta[b]pyrazine-6,4'-piperidine]-5-amine